Tert-Butyl 6-[[2-oxo-5-(trifluoromethyl)pyrazin-1-yl]methylene]-2-azaspiro[3.3]heptane-2-carboxylate O=C1N(C=C(N=C1)C(F)(F)F)C=C1CC2(CN(C2)C(=O)OC(C)(C)C)C1